isooctyl-ortho-cresol C(CCCCC(C)C)C1=C(C(=CC=C1)O)C